tert-butyl 3-(6-(5-cyanopyrazin-2-ylamino)-3-(methylcarbamoyl)pyridazin-4-ylamino)azepane-1-carboxylate C(#N)C=1N=CC(=NC1)NC1=CC(=C(N=N1)C(NC)=O)NC1CN(CCCC1)C(=O)OC(C)(C)C